C1(CC1)C=1C(NC=2C=C(C=NC2C1)CN1CCN(CC1)C=1N=CC(=NC1)C#N)=O 5-(4-((7-cyclopropyl-6-oxo-5,6-dihydro-1,5-naphthyridin-3-yl)methyl)piperazin-1-yl)pyrazine-2-Nitrile